C(C)[C@H]1NC[C@@H](N(C1)C1=CC(N(C=2C=CC(=NC12)C#N)C)=O)C 8-((2s,5r)-5-ethyl-2-methylpiperazin-1-yl)-5-methyl-6-oxo-5,6-dihydro-1,5-naphthyridine-2-carbonitrile